NC1=CC(=C(C=C1)N1CCN(CC1)C(=O)OC(C)(C)C)F tert-Butyl 4-(4-amino-2-fluorophenyl)piperazine-1-carboxylate